COC1=C(C=CC=C1[N+](=O)[O-])B1OC(C(O1)(C)C)(C)C 2-(2-methoxy-3-nitrophenyl)-4,4,5,5-tetramethyl-1,3,2-dioxaborolane